1-methyl-5-(4-fluorophenylamino)-1,5-dihydro-4H-pyrazolo[3,4-d]pyrimidin-4-one CN1N=CC2=C1N=CN(C2=O)NC2=CC=C(C=C2)F